tert-butyl (R)-3-((9-(2-chloropyridin-3-yl)-7-oxononyl)oxy)pyrrolidine-1-carboxylate ClC1=NC=CC=C1CCC(CCCCCCO[C@H]1CN(CC1)C(=O)OC(C)(C)C)=O